OCCCC(C(=O)N1CCC(CC1)N1N=CC(=C1)C1=NC2=CC=CC=C2N=C1)C 5-hydroxy-2-methyl-1-(4-(4-(quinoxalin-2-yl)-1H-pyrazol-1-yl)piperidin-1-yl)pentan-1-one